C(C)(=O)C1=NNC2=CN=CC=C21 3-acetyl-1H-pyrazolo[3,4-c]pyridin